silver niobium-selenide [Se-2].[Nb+5].[Ag+].[Se-2].[Se-2]